ClC1=C(C(=O)O)C=CC(=C1)NC(=O)C1=CC(=C2CCN(C2=C1)S(=O)(=O)C1=CC(=CC(=C1)Cl)Cl)OC 2-Chloro-4-{[1-(3,5-dichloro-benzenesulfonyl)-4-methoxy-2,3-dihydro-1H-indole-6-carbonyl]-amino}-benzoic acid